(6S,9S,12S)-6,9,12-triisopropyl-2,2-dimethyl-4,7,10,13-tetraoxo-3-oxa-5,8,11,14-tetraazahexadecan C(C)(C)[C@H](NC(OC(C)(C)C)=O)C(N[C@H](C(N[C@H](C(NCC)=O)C(C)C)=O)C(C)C)=O